C(CCC)[Si](O[C@@H](C)C1=CC=C(C=C1)C(F)(F)F)(CCCC)CCCC (S)-Tributyl(1-(4-(trifluoromethyl)phenyl)ethoxy)silane